O1CCC2=C1C(=CC=C2)C2=NC(=NC=N2)NC=2C=C(C=CC2)CS(=O)(C)=NC(OCC)=O ethyl {[(3-{[4-(2,3-dihydro-1-benzofuran-7-yl)-1,3,5-triazin-2-yl]amino}phenyl)methyl] (methyl)oxo-λ6-sulfanylidene}carbamate